C(C)(C)(C)OC(=O)N1CCC(=CC1)C1=CC=C(C=C1)C(=O)O 4-(4-carboxy-phenyl)-3,6-dihydro-2H-pyridine-1-carboxylic acid tert-butyl ester